3-amino-N-{(3S,4R)-4-[(4-{1-[1-(2-hydroxyethyl)piperidin-4-yl]-3,3-dimethyl-2,3-dihydro-1H-indol-5-yl}phenyl)methoxy]oxolan-3-yl}-6-(1-methyl-1H-pyrazol-4-yl)pyrazine-2-carboxamide NC=1C(=NC(=CN1)C=1C=NN(C1)C)C(=O)N[C@H]1COC[C@@H]1OCC1=CC=C(C=C1)C=1C=C2C(CN(C2=CC1)C1CCN(CC1)CCO)(C)C